CN1C(N(C(C(=C1)[N+](=O)[O-])=O)CC(=O)OCC)=O ethyl 2-(3-methyl-5-nitro-2,6-dioxo-3,6-dihydropyrimidin-1(2H)-yl)acetate